(3R,3'R,6'R)-beta,epsilon-Carotene-3,3'-diol CC1(C)C[C@@H](CC(C)=C1\C=C\C(\C)=C\C=C\C(\C)=C\C=C\C=C(/C)\C=C\C=C(/C)\C=C\[C@H]1C(C)=C[C@@H](CC1(C)C)O)O